C(C)(C)(C)C1(CC=CNC1(C(=O)O)C)C(=O)O 5-tert-butyl-6-methyl-pyridine-5,6(4H)-dicarboxylic acid